methyl 2-(chloromethyl)-3-{[(2S)-oxetan-2-yl]methyl}benzo[d]imidazole-5-carboxylate ClCC=1N(C2=C(N1)C=CC(=C2)C(=O)OC)C[C@H]2OCC2